7-(3,3-dimethylpiperazin-1-yl)-2-(2,7-dimethylpyrazolo[1,5-a]pyridin-5-yl)-9-fluoro-4H-pyrido[1,2-a][1,3,5]triazin-4-one CC1(CN(CCN1)C=1C=C(C=2N(C(N=C(N2)C2=CC=3N(C(=C2)C)N=C(C3)C)=O)C1)F)C